C(C)(C)(C)OC(NC(C(=O)C1=C(C(=CC=C1)Cl)F)(C)C)=O (1-(3-chloro-2-fluorophenyl)-2-methyl-1-oxoprop-2-yl)carbamic acid tert-butyl ester